2-(4-(benzyloxy)-3-(methoxy-d)phenyl)acetonitrile C(C1=CC=CC=C1)OC1=C(C=C(C=C1)CC#N)OC[2H]